FC1=CC(=C(C=C1)[C@]1(C[C@@H]2[C@H](N(OC2(C)C)C)[C@H](C1)C)C)OC |r| rac-(3aR,5R,7S,7aR)-5-(4-fluoro-2-methoxyphenyl)-1,3,3,5,7-pentamethyloctahydrobenzo[c]isoxazole